N-[3-[5-chloro-2-(difluoromethoxy)phenyl]-1-[[2-[2-(4-methylpiperazin-1-yl)ethyl]tetrazol-5-yl]methyl]pyrazol-4-yl]pyrazolo[1,5-a]pyrimidine-3-carboxamide ClC=1C=CC(=C(C1)C1=NN(C=C1NC(=O)C=1C=NN2C1N=CC=C2)CC=2N=NN(N2)CCN2CCN(CC2)C)OC(F)F